3-Farnesyl-4-hydroxybenzoic acid C(C=C(C)CCC=C(C)CCC=C(C)C)C=1C=C(C(=O)O)C=CC1O